((2-(2'-cyano-3'-(6-(difluoromethoxy)-5-((3,3-dimethylazetidin-1-yl)methyl)benzo[d]oxazol-2-yl)-2-methyl-[1,1'-biphenyl]-3-yl)-6-(difluoromethoxy)benzo[d]oxazol-5-yl)methyl)-L-proline C(#N)C1=C(C=CC=C1C=1OC2=C(N1)C=C(C(=C2)OC(F)F)CN2CC(C2)(C)C)C2=C(C(=CC=C2)C=2OC1=C(N2)C=C(C(=C1)OC(F)F)CN1[C@@H](CCC1)C(=O)O)C